C1(CC1)C1=NN(C=N1)C1CC2(CN(C2)C(=O)N2CC(C2)C#CC2=C(C=CC=C2)C(F)F)C1 [6-(3-cyclopropyl-1,2,4-triazol-1-yl)-2-azaspiro[3.3]heptan-2-yl]-[3-[2-[2-(difluoromethyl)phenyl]ethynyl]azetidin-1-yl]methanone